difluorobenzo[d][1,3]dioxol FC1=CC=CC=2OC(OC21)F